C(C)NC(=O)NC1=NC2=C(N1)C=CC(=C2)C2=C(C=CC(=C2)CC2=NNC(C1=CC=C(C=C21)F)=O)F 1-Ethyl-3-(5-(2-fluoro-5-((7-fluoro-4-oxo-3,4-dihydrophthalazin-1-yl)methyl)phenyl)-1H-benzimidazol-2-yl)urea